FC1=CC=C2C=C(C(=NC2=C1F)C)OC1=C(C(=CC=C1)F)C(C)(C)O 2-{2-[(7,8-difluoro-2-methylquinolin-3-yl)oxy]-6-fluorobenzeneYl}propan-2-ol